1'-methyl-4H-spiro[cyclohexane-1,3'-indole]-2',4(1'H)-dione CN1C(C2(C3=CC=CC=C13)CCC(CC2)=O)=O